8-(4-chloro-2-fluorophenyl)-6-[(2s,4r)-2-(1-cyclopropyl-1H-pyrazol-4-yl)oxazin-4-yl]-2,3-dimethyl-3H,4H-pyrimido[5,4-d][1,3]diazin-4-one ClC1=CC(=C(C=C1)C1=NC(=NC2=C1N=C(N(C2=O)C)C)C2=CN(OC=C2)C=2C=NN(C2)C2CC2)F